(2s,3s)-(-)-tartaric acid [C@H]([C@@H](C(=O)O)O)(C(=O)O)O